O=C1NC(CCC1C1=NN(C2=CC(=CC=C12)OCC(=O)NC1=CC(=NS1)C)C)=O 2-((3-(2,6-Dioxopiperidin-3-yl)-1-methyl-1H-indazol-6-yl)oxy)-N-(3-methyl-isothiazol-5-yl)acetamide